tert-butyl 4-[6-(1-cyanocyclopropyl)pyrazolo[1,5-a]pyridin-3-yl]-2-(difluoromethoxy)-6-methoxy-benzoate C(#N)C1(CC1)C=1C=CC=2N(C1)N=CC2C2=CC(=C(C(=O)OC(C)(C)C)C(=C2)OC)OC(F)F